(R)-4-((3-methylpiperidin-1-yl)methyl)-2-nitro-6-(trifluoromethyl)phenol C[C@H]1CN(CCC1)CC1=CC(=C(C(=C1)C(F)(F)F)O)[N+](=O)[O-]